2-{3-[3-(methylamino)pyrrolidin-1-yl]-1,2,4-triazin-6-yl}-5-(1-methyl-1H-pyrazol-3-yl)phenol dihydrochloride Cl.Cl.CNC1CN(CC1)C=1N=NC(=CN1)C1=C(C=C(C=C1)C1=NN(C=C1)C)O